5-(((3-exo)-8-(2-cyanoethyl)-8-azabicyclo[3.2.1]oct-3-yl)amino)-7-((5-methyl-1H-pyrazol-3-yl)amino)-1,6-naphthyridine-2-carbonitrile C(#N)CCN1C2CC(CC1CC2)NC2=C1C=CC(=NC1=CC(=N2)NC2=NNC(=C2)C)C#N